C[Si](O[SiH2]OO[Si](O)(O)O)(C)C trimethylsiloxysiloxysilicic acid